N-(2-Ethynylthiazol-4-yl)-4-(4-(3-hydroxy-1,1-dioxido-2,3-dihydrobenzo[b]-thiophen-7-yl)phenyl)piperazine-1-carboxamide C(#C)C=1SC=C(N1)NC(=O)N1CCN(CC1)C1=CC=C(C=C1)C1=CC=CC2=C1S(CC2O)(=O)=O